3-tetrahydrophenylalanine C1(CCCC=C1)C[C@H](N)C(=O)O